2-Methyl-N-(5-pyrrolidin-1-yl-2-pyridinyl)propanamide CC(C(=O)NC1=NC=C(C=C1)N1CCCC1)C